IC1=CC=C(C=C1)C=1OCC(N1)CN1C(=NC=C1)[C@H](C)OC1OCCCC1 2-(4-iodophenyl)-4-((2-((1S)-1-((tetrahydro-2H-pyran-2-yl)oxy)ethyl)-1H-imidazol-1-yl)methyl)-4,5-dihydro-oxazole